1-(5-(2-Fluorophenyl)-4-methoxy-1-((6-methylpyridin-3-yl)sulfonyl)-1H-pyrrol-3-yl)-N-methylmethanamine FC1=C(C=CC=C1)C1=C(C(=CN1S(=O)(=O)C=1C=NC(=CC1)C)CNC)OC